N1=C(C=CC=C1)C(=O)NC/C=C/CN1C(=NC2=C1C(=CC(=C2)C(=O)N)OC)NC(=O)C2=CC(=NN2CC)C (E)-1-(4-(2-pyridinecarboxamido)but-2-en-1-yl)-2-(1-ethyl-3-methyl-1H-pyrazole-5-carboxamido)-7-methoxy-1H-benzo[d]imidazole-5-carboxamide